1-(7-(7-(5-methyl-1H-indazol-4-yl)-2-(1-(2-(methylsulfonyl)ethyl)piperidine-4-yl)-8-(2,2,2-trifluoroethoxy)-6-vinylquinazolin-4-yl)-2,7-diazaspiro[3.5]nonan-2-yl)prop-2-en-1-one CC=1C(=C2C=NNC2=CC1)C1=C(C=C2C(=NC(=NC2=C1OCC(F)(F)F)C1CCN(CC1)CCS(=O)(=O)C)N1CCC2(CN(C2)C(C=C)=O)CC1)C=C